(S)-1-(5-chloro-3-fluoro-pyridin-2-yl)-3-(oxetan-3-ylmethyl)-4-(4-(trifluoromethyl)benzyl)-piperazine-2,5-dione ClC=1C=C(C(=NC1)N1C([C@@H](N(C(C1)=O)CC1=CC=C(C=C1)C(F)(F)F)CC1COC1)=O)F